C(#C)C=1SC=C(N1)C(=O)N([C@H]1CN(CCC1)CC(F)(F)F)C1=CC(=C(C=C1)F)OC(F)(F)F (R)-2-Ethynyl-N-(4-fluoro-3-(trifluoromethoxy)phenyl)-N-(1-(2,2,2-trifluoroethyl)piperidin-3-yl)thiazole-4-carboxamide